CC1=NN2C(CN(C3=C2C=CN=C3NC(=O)C3CC3)C)=C1 N-(2,5-dimethyl-4,5-dihydropyrazolo[1,5-a]pyrido[3,4-e]pyrazin-6-yl)cyclopropanecarboxamide